di-tert-butyl ((3-(2-((3-(3-(dimethylamino)-4-methylphenyl)ureido)-methyl)-6-oxo-4,6-dihydro-5H-thieno[2,3-c]pyrrol-5-yl)-2,6-dioxopiperidin-1-yl)methyl) phosphate P(=O)(OC(C)(C)C)(OC(C)(C)C)OCN1C(C(CCC1=O)N1C(C2=C(C1)C=C(S2)CNC(=O)NC2=CC(=C(C=C2)C)N(C)C)=O)=O